ClC1=NC(=CC(=C1)C1=C(C=C(C=C1)OC(F)F)C(=O)N1CC(C1)F)Cl [2-(2,6-dichloropyridin-4-yl)-5-(difluoromethoxy)phenyl]-(3-fluoroazetidin-1-yl)methanone